C(C)(C)(C)OC(=O)N1CC2CCC(C1)C21[C@@H]([C@H](C1)[C@H]1N2C(C3=CC=CC=C13)=CN=C2)O tert-Butyl-(2'R,3'R)-2'-hydroxy-3'-((R)-5H-imidazo[5,1-a]isoindol-5-yl)-3-azaspiro[bicyclo-[3.2.1]octan-8,1'-cyclobutan]-3-carboxylat